2'-(3-(3-(4-fluorophenyl)-3,8-diazabicyclo[3.2.1]octan-8-yl)propyl)-4a',5',6',7'-tetrahydro-3'H-spiro[cyclopropane-1,8'-quinazolin]-4'(8a'H)-one FC1=CC=C(C=C1)N1CC2CCC(C1)N2CCCC2=NC1C3(CCCC1C(N2)=O)CC3